C(C#C)N1C(NCC1)=O 1-(prop-2-yn-1-yl)imidazolidin-2-one